4-((6-(2-tert-Butoxycarbonylaminoethylthio)-1-methyl-1H-pyrazolo[3,4-d]pyrimidin-4-yl)aminomethyl)benzenesulfonamide C(C)(C)(C)OC(=O)NCCSC1=NC(=C2C(=N1)N(N=C2)C)NCC2=CC=C(C=C2)S(=O)(=O)N